(4-((4-(ethylamino)-5-(trifluoromethyl)-7H-pyrrolo[2,3-d]pyrimidin-2-yl)amino)-3-methoxyphenyl)dimethyl-phosphine oxide C(C)NC=1C2=C(N=C(N1)NC1=C(C=C(C=C1)P(C)(C)=O)OC)NC=C2C(F)(F)F